(4,4-difluoro-cyclohexyl)-amide FC1(CCC(CC1)[NH-])F